C1(CCCC1)NC1=CC=C(C=C1)C1C(CC2C(N1C(C1=C(C=CC=C1C)F)=O)CCC2)C(=O)NC=2C=C1CCNCC1=CC2 [4-(cyclopentylamino)phenyl]-1-(2-fluoro-6-methyl-benzoyl)-N-(1,2,3,4-tetrahydroisoquinolin-6-yl)-2,3,4,4a,5,6,7,7a-octahydrocyclopenta[b]-pyridine-3-carboxamide